S1(SC(C2=C1C=CC=C2)=O)(=O)=O 1,2-benzodithiole-3-one 1,1-dioxide